6-cyclopropyl-2-[[rac-(1S)-3-triethylsilyloxycyclopentyl]amino]pyridine-3-carbonitrile C1(CC1)C1=CC=C(C(=N1)N[C@@H]1CC(CC1)O[Si](CC)(CC)CC)C#N |r|